[C@@H]12CNC[C@@H](CC1)C2C2=C1CN(C(C1=C(C(=C2)F)F)=O)C2C(NC(CC2)=O)=O 3-(4-((1R,5S,8r)-3-azabicyclo[3.2.1]octan-8-yl)-6,7-difluoro-1-oxoisoindolin-2-yl)piperidine-2,6-dione